Tert-Butyl 10-((3-chloro-4-methoxybenzyl)amino)-8-cyano-3,4-dihydrobenzo[b][1,6]naphthyridine-2(1H)-carboxylate ClC=1C=C(CNC2=C3C(=NC=4CCN(CC24)C(=O)OC(C)(C)C)C=CC(=C3)C#N)C=CC1OC